FC(C1=CC=CC(=N1)C=1C(=C2N(N1)CCC2)C=2C=C1C=C(C=NC1=CC2)C(=O)NCCNC(OCC2=CC=CC=C2)=O)F benzyl (2-(6-(2-(6-(difluoromethyl)pyridin-2-yl)-5,6-dihydro-4H-pyrrolo[1,2-b]pyrazol-3-yl)quinoline-3-carboxamido)ethyl)carbamate